6-((8-azabicyclo[3.2.1]octan-8-yl)methyl)-2-(3-(3-((R)-fluoro(4-methyl-4H-1,2,4-triazol-3-yl)methyl)oxetan-3-yl)phenyl)-4-(trifluoromethyl)isoindolin-1-one C12CCCC(CC1)N2CC2=CC(=C1CN(C(C1=C2)=O)C2=CC(=CC=C2)C2(COC2)[C@H](C2=NN=CN2C)F)C(F)(F)F